CC1=C(OC=2C=C3C(=CNC3=CC2)C(C)C)C(=CC(=C1)[N+](=O)[O-])C 5-(2,6-dimethyl-4-nitrophenoxy)-3-isopropyl-1H-indole